(3-amino-3-carboxypropanoyl)-1-hydroxy-5-oxo-5H-pyrido[3,2-a]phenoxazine-3-carboxylic acid NC(CC(=O)C1=C(C2=C(C(C=C3OC4=CC=CC=C4N=C23)=O)N=C1C(=O)O)O)C(=O)O